CC(CCC(C(=O)O)C)C.C(CC(C)C)OC(CC)=O.FC=1C=C(C=CC1F)C=1C=NC=C(C1)OC1=CC(=C(C=C1)OC1CCN(CC1)S(=O)(=O)C)[N+](=O)[O-] 3-(3,4-difluorophenyl)-5-(4-((1-(methylsulfonyl)piperidin-4-yl)oxy)-3-nitrophenoxy)pyridine isoamyl-propionate (3-methylbutyl-propionate)